N2-(1-aminopropan-2-yl)propane-1,2-diamine CC(CN)NC(C)CN